2-(6-(((1S,3S)-3-((5-cyclopropyl-1,2,4-thiadiazol-3-yl)amino)cyclopentyl)amino)pyridin-3-yl)pyridazin-3(2H)-one C1(CC1)C1=NC(=NS1)N[C@@H]1C[C@H](CC1)NC1=CC=C(C=N1)N1N=CC=CC1=O